C(C)(C)(C)OC(=O)N1CCC(CC1)C(=O)O N-[(tert-butoxy)carbonyl]piperidine-4-carboxylic acid